C(C)S(=O)(=O)NC1=CC=C(C=C1)C1=NNC(=C1C(=O)N)NC=1C=NC(=CC1)OC 3-(4-(ethylsulfonamido)phenyl)-5-((6-methoxypyridin-3-yl)amino)-1H-pyrazole-4-carboxamide